FC1=C(N)C=CC(=C1C)OC1=CC2=C(N(C=N2)C)C=C1 2-fluoro-3-methyl-4-(1-methylbenzimidazol-5-yl)oxy-aniline